N-[2-(Dimethyl-amino)ethyl]acridine-4-carboxamide CN(CCNC(=O)C1=CC=CC2=CC3=CC=CC=C3N=C12)C